C(CCC)C=1C(=CC2=CC=CC=C2C1CCCC)O 3,4-dibutyl-2-naphthol